(R)- or (S)-1-(5-(5-(trifluoromethyl)pyridin-2-yl)-5,6,6a,7,9,10-hexahydro-8H-pyrazino[1,2-a]pyrido[3,2-e]pyrazin-8-yl)ethan-1-one FC(C=1C=CC(=NC1)N1C[C@H]2N(C3=C1C=CC=N3)CCN(C2)C(C)=O)(F)F |o1:10|